BrC=1C(=NC=C(C1)C1(CC(C1)C)C1=NN=CN1CC)Cl 3-bromo-2-chloro-5-[1-(4-ethyl-4H-1,2,4-triazol-3-yl)-3-methylcyclobutyl]pyridine